((2R,6R)-6-(trifluoromethyl)morpholin-2-yl)methanol FC([C@@H]1O[C@H](CNC1)CO)(F)F